C(CC)NC(=O)N1CCC2(C(C2)CNC(=O)C2=CC=3C(=CN=CC3)O2)CC1 N-[[6-(propylcarbamoyl)-6-azaspiro[2.5]octan-2-yl]methyl]furo[2,3-c]pyridine-2-carboxamide